1,4-bis(tert-butylperoxy)cyclohexane C(C)(C)(C)OOC1CCC(CC1)OOC(C)(C)C